Decen-7-one C=CCCCCC(CCC)=O